FC(F)(F)C1=C(C=CC(=C1)C=O)C1=CC=CC=C1 (trifluoromethyl)-[1,1'-biphenyl]-4-carbaldehyde